5-(2-amino-[1,2,4]triazolo[1,5-a]pyridin-7-yl)-1-methyl-1H-indazole-3-carboxylic acid methyl ester COC(=O)C1=NN(C2=CC=C(C=C12)C1=CC=2N(C=C1)N=C(N2)N)C